tert-butyl 1-[1-[(3R)-2,6-dioxo-3-piperidyl]indolin-4-yl]piperidine-4-carboxylate O=C1NC(CC[C@H]1N1CCC2=C(C=CC=C12)N1CCC(CC1)C(=O)OC(C)(C)C)=O